diethyl 1-{2-[3-chloro-4-(trifluoromethyl)phenyl]-2-oxoethyl}-4-cyclopropyl-1H-pyrazole-3,5-dicarboxylate ClC=1C=C(C=CC1C(F)(F)F)C(CN1N=C(C(=C1C(=O)OCC)C1CC1)C(=O)OCC)=O